C(C(C)CCCC(C)CCCC(C)CCCC(C)C)(=O)SCCNC(CCNC([C@@H](C(COP(OP(OC[C@@H]1[C@H]([C@H]([C@@H](O1)N1C=NC=2C(N)=NC=NC12)O)OP(=O)(O)O)(=O)O)(=O)O)(C)C)O)=O)=O pristanoylcoa